C1(=C(C=CC=C1)NC(=N)NC1=C(C=CC=C1)C)C 1,3-di(2-tolyl)guanidine